C(=O)O.CC1=NC(=CC=C1CBr)OC methyl-3-(bromomethyl)-6-methoxypyridine formate